5-((4-isopropylpiperazin-1-yl)methyl)-2-(2-methyl-[1,1'-biphenyl]-3-yl)isoindole C(C)(C)N1CCN(CC1)CC1=CC2=CN(C=C2C=C1)C=1C(=C(C=CC1)C1=CC=CC=C1)C